N-((1s,3s)-3-(6-((4-(4-((1-(2-(4-(2,6-dioxopiperidin-3-yl)phenoxy)acetyl)piperidin-4-yl)methyl)piperazin-1-yl)phenyl)amino)-9H-purin-9-yl)cyclobutyl)-6-methylpicolinamide O=C1NC(CC[C@H]1C1=CC=C(OCC(=O)N2CCC(CC2)CN2CCN(CC2)C2=CC=C(C=C2)NC2=C3N=CN(C3=NC=N2)C2CC(C2)NC(C2=NC(=CC=C2)C)=O)C=C1)=O